BrC1=CC=C(C(=N1)C)OC1OCCCC1 6-bromo-2-methyl-3-((tetrahydro-2H-pyran-2-yl)oxy)pyridine